trans-3-[(4-chlorobenzyl)oxy]cyclobutane-1-carboxylic acid ClC1=CC=C(CO[C@@H]2C[C@H](C2)C(=O)O)C=C1